1-(3-(4-bromo-1H-pyrazol-1-yl)phenyl)piperidine BrC=1C=NN(C1)C=1C=C(C=CC1)N1CCCCC1